2-(prop-1-yn-1-yl)-1,3-dithiane C(#CC)C1SCCCS1